C(N)(OCC1=C(C(=C(C(=C1)N)C(=O)C1=C(C=CC(=C1)F)Cl)C#N)OC)=O ({5-amino-4-[(2-chloro-5-fluorophenyl) carbonyl]-3-cyano-2-methoxyphenyl} methyl) carbamate